N1-(4-chloro-3,5,7-trimethyl-1,8-naphthyridin-2-yl)-N3,N3-dimethylpropane-1,3-diamine ClC1=C(C(=NC2=NC(=CC(=C12)C)C)NCCCN(C)C)C